tert-Butyl N-[(1S)-2-[2-(3-amino-3-oxo-propyl)hydrazino]-1-(cyclohexylmethyl)-2-oxo-ethyl]-N-methyl-carbamate NC(CCNNC([C@H](CC1CCCCC1)N(C(OC(C)(C)C)=O)C)=O)=O